C(C)C1NCC2(C3=CC=C(C=C13)N)CC2 ethyl-2',3'-dihydro-1'H-spiro[cyclopropane-1,4'-isoquinoline]-7'-amine